2-(6,7-dihydro-5H-pyrrolo[1,2-c]imidazol-1-yl)-2-[6-[2-[4-[[4-(hydroxymethyl)-1-piperidyl]methyl]phenyl]ethynyl]-1-oxo-4-(trifluoromethyl)isoindolin-2-yl]-N-thiazol-2-yl-acetamide C1(=C2N(C=N1)CCC2)C(C(=O)NC=2SC=CN2)N2C(C1=CC(=CC(=C1C2)C(F)(F)F)C#CC2=CC=C(C=C2)CN2CCC(CC2)CO)=O